N-(cycloheptylmethyl)-2-(methoxymethyl)-6-({[2-(trifluoromethyl)phenyl]carbonyl}amino)-1H-benzoimidazole-4-carboxamide C1(CCCCCC1)CNC(=O)C1=CC(=CC=2NC(=NC21)COC)NC(=O)C2=C(C=CC=C2)C(F)(F)F